C(C1=CC=CC=C1)N1CCN(CCCN(CC1)CC1=C(C(=CC(=C1)C)CN)O)CC1=C(C(=CC(=C1)C)CN)O 2'-[(4-benzyl-1,4,7-triazacyclodecane-1,7-diyl)bis(methylene)]bis[6-(aminomethyl)-4-methylphenol]